tert-butyl (2-(4-(2-amino-3,5-dicyano-6-((pyridin-3-ylmethyl)thio)-pyridin-4-yl)phenoxy)ethyl)carbamate NC1=NC(=C(C(=C1C#N)C1=CC=C(OCCNC(OC(C)(C)C)=O)C=C1)C#N)SCC=1C=NC=CC1